2-amino-N-[(1S)-1-(8-chloro-1-oxo-2-phenyl-1,2-dihydroisoquinolin-3-yl)ethyl]pyrazolo[1,5-a]pyrimidine-3-carboxamide NC1=NN2C(N=CC=C2)=C1C(=O)N[C@@H](C)C=1N(C(C2=C(C=CC=C2C1)Cl)=O)C1=CC=CC=C1